NC1CN(CC12CC2)C2=C(C=C1C(C(=CN(C1=C2)C2CC2)CN(CC2=CC(=NC=C2)C)[C@@H]2CN(CCC2)C=2C=NC(=CC2)C)=O)F 7-{7-amino-5-azaspiro[2.4]heptan-5-yl}-1-cyclopropyl-6-fluoro-3-({[(3S)-1-(6-methylpyridin-3-yl)piperidin-3-yl][(2-methylpyridin-4-yl)methyl]amino}methyl)-1,4-dihydroquinolin-4-one